COC(=O)C1=CC=C(C=C1)C1(CCC1)C(=O)O 1-(4-(methoxycarbonyl)phenyl)cyclobutanecarboxylic acid